N6-amino-7-deaza-8-aza-adenosine NNC=1C=2C=NN([C@H]3[C@H](O)[C@H](O)[C@@H](CO)O3)C2N=CN1